C(C(C)C)C1CC(=C\C(\C1)=C/CC1OCCO1)C 2-[(2Z)-2-(5-isobutyl-3-methyl-cyclohexa-2-en-1-ylidene)ethyl]-1,3-dioxolane